ClC1=NC=C(C=N1)NC1=NC=CC2=CC(=CC=C12)OC1(CC1)C(=O)N 1-((1-((2-chloropyrimidin-5-yl)amino)isoquinolin-6-yl)oxy)cyclopropane-1-carboxamide